C(C)(C)(C)OC(=O)N1C=C(C=C1)O (S)-1-tert-butoxycarbonyl-3-hydroxypyrrole